4-Benzyloxy-6-chloro-2-methyl-pyridine-3-carboxylic acid C(C1=CC=CC=C1)OC1=C(C(=NC(=C1)Cl)C)C(=O)O